FC(CC1=NN(C(=C1)CC=1C=NN(C1)C)C)F 4-((3-(2,2-difluoroethyl)-1-methyl-1H-pyrazol-5-yl)methyl)-1-methyl-1H-pyrazol